methylsulfonyl-[3-[rac-(1R)-3-(4-hydroxy-1-piperidyl)-1-[[rac-(6S)-6-tert-butyl-5,6,7,8-tetrahydrothieno[2,3-b]quinoline-2-carbonyl]amino]propyl]phenyl]azanide CS(=O)(=O)[N-]C1=CC(=CC=C1)[C@@H](CCN1CCC(CC1)O)NC(=O)C1=CC=2C(=NC=3CC[C@@H](CC3C2)C(C)(C)C)S1 |r|